C(C)(C)(C)C1=C(C(=CC(=C1)C)N1N=C2C(=N1)C=CC(=C2)Cl)O 2-(tert-butyl)-6-(5-chloro-2H-benzotriazol-2-yl)-4-methylphenol